tert-butyl 4-(2-((dimethylamino)methyl)-4-(4,4,5,5-tetramethyl-1,3,2-dioxaborolan-2-yl)phenyl)piperazine-1-carboxylate CN(C)CC1=C(C=CC(=C1)B1OC(C(O1)(C)C)(C)C)N1CCN(CC1)C(=O)OC(C)(C)C